F[C@@H]1C[C@@]2(CCCN2C1)COC=1N=C(C2=C(N1)C[C@@]1(OC2)CO[C@H](C2=CC=C(C=C21)N)C)N2CCOCCC2 |&1:18,23| (1SR,4SR)-2'-(((2R,7aS)-2-fluorotetrahydro-1H-pyrrolizin-7a(5H)-yl)methoxy)-1-methyl-4'-(1,4-oxazepan-4-yl)-5',8'-dihydrospiro[isochromane-4,7'-pyrano[4,3-d]pyrimidin]-6-amine